2-[4-[4-(2-diisopropylamino-ethylcarbamoyl)phenyl]-6-(4-hydroxypiperidin-1-yl)-pyrimidin-2-ylamino]-4-methyl-5-thiazolecarboxylic acid ethyl ester C(C)OC(=O)C1=C(N=C(S1)NC1=NC(=CC(=N1)C1=CC=C(C=C1)C(NCCN(C(C)C)C(C)C)=O)N1CCC(CC1)O)C